(2S,6S)-1-benzyl-N-[2-bromo-5-(trifluoromethyl)phenyl]-2-methyl-6-(1-methyltriazol-4-yl)piperidine-4-carboxamide C(C1=CC=CC=C1)N1[C@H](CC(C[C@H]1C=1N=NN(C1)C)C(=O)NC1=C(C=CC(=C1)C(F)(F)F)Br)C